NC1=NNC2=CC=C(C=C12)C1=CC=CC=2N1N=CC2C(=O)N2CCCCC2 [7-(3-amino-1H-indazol-5-yl)pyrazolo[1,5-a]pyridin-3-yl]-(1-piperidyl)methanone